methyl-5-((2-(trifluoromethyl)benzyl)oxy)benzofuran-3-carboxylic acid CC=1OC2=C(C1C(=O)O)C=C(C=C2)OCC2=C(C=CC=C2)C(F)(F)F